PC(C1(C2(CC3(OC(CC1(O3)C)(O2)C)C)C)C2C(CC(C(C2)C)C)C2(C3(CC1(OC(CC2(O1)C)(O3)C)C)C)C(P)P)P 1,2-bis(2-diphosphinomethyl-1,3,5,7-tetramethyl-6,9,10-trioxa-adamantyl)-4,5-dimethylcyclohexane